6-[(2S)-2-aminopropyl]-2-chloro-7-ethyl-5-fluoro-N-[(furan-2-yl)methyl]-7H-pyrrolo[2,3-d]pyrimidin-4-amine hydrochloride Cl.N[C@H](CC1=C(C2=C(N=C(N=C2NCC=2OC=CC2)Cl)N1CC)F)C